tert-butyl N-{2-[4-(2-aminoethyl) piperazin-1-yl]ethyl}carbamate tri-hydrochloride Cl.Cl.Cl.NCCN1CCN(CC1)CCNC(OC(C)(C)C)=O